C(C)(C)(C)OC(=O)N1C[C@H](CCC1)C.NC1=NC(=C2N=CN(C2=N1)CC(=O)NC1=CC(=NN1CC)C)NC1=CC=C(C=C1)C#C 2-(2-amino-6-((4-ethynylphenyl)amino)-9H-purin-9-yl)-N-(1-ethyl-3-methyl-1H-pyrazol-5-yl)acetamide tert-butyl-(S)-3-methylpiperidine-1-carboxylate